ClC1=CC=C(C=C1)[C@@]1(N(C(C2=CC(=CC(=C12)F)C(C)(C1CCOCC1)O)=O)CC1=CC=C(C=N1)C#N)OCC1(CC1)C#N 6-{[(1R)-1-(4-Chlorophenyl)-1-[(1-cyanocyclopropyl)methoxy]-7-fluoro-5-[1-hydroxy-1-(oxan-4-yl)ethyl]-3-oxo-2,3-dihydro-1H-isoindol-2-yl]methyl}pyridin-3-carbonitril